N-((R or S,E)-1-cyclopropyl-3-((S or R)-S-methylsulfonimidoyl)allyl)-2-(1,1-difluoroethyl)-4-phenoxypyrimidine-5-carboxamide C1(CC1)[C@H](\C=C\[S@](=O)(=N)C)NC(=O)C=1C(=NC(=NC1)C(C)(F)F)OC1=CC=CC=C1 |o1:3,6|